7-(3,4,5-Trifluorophenyl)-5,6,7,8-tetrahydro-2,7-naphthyridine-3-carboxylic acid ethyl ester C(C)OC(=O)C=1N=CC=2CN(CCC2C1)C1=CC(=C(C(=C1)F)F)F